C1=CC=C2C(=C1)C=CC=C2CCN3C=C(N=C3)C4=NC=CC(=C4)C5C(NNN5)C(F)(F)F 2-[1-(2-naphthalen-1-ylethyl)imidazol-4-yl]-4-[5-(trifluoromethyl)-1H-triazol-4-yl]pyridine